C(=C)CC(=O)[O-] 2-vinylacetate